4-[7-[(1-acetyl-2-piperidyl)methoxy]imidazo[1,2-a]pyridin-3-yl]-N-cyclopropyl-2-(difluoromethoxy)-6-methoxy-benzamide C(C)(=O)N1C(CCCC1)COC1=CC=2N(C=C1)C(=CN2)C2=CC(=C(C(=O)NC1CC1)C(=C2)OC)OC(F)F